(S)-(2-(benzo[d]thiazol-6-ylsulfonyl)-2,6-dihydropyrrolo[3,4-c]pyrazol-5(4H)-yl)(3-(6-methylpyridin-3-yl)tetrahydrofuran-3-yl)methanone S1C=NC2=C1C=C(C=C2)S(=O)(=O)N2N=C1C(=C2)CN(C1)C(=O)[C@]1(COCC1)C=1C=NC(=CC1)C